C1(=CC(=CC=C1)C(=O)N=[N+]=[N-])C1=CC=CC=C1 [1,1'-biphenyl]-3-carbonyl azide